C(C)(C)(C)OOC(C)(C)C1=CC(=CC=C1)C(C)(C)OOC(C)(C)C α,α'-bis(tert-butylperoxy)-1,3-diisopropylbenzene